CC1=C(N=NC(=C1)C1=NO[C@](C1)(C(F)(F)F)C1=C(C(=CC(=C1)C(F)(F)F)Cl)F)C(=O)NCC(NCC(F)(F)F)=O |o1:10| 4-methyl-N-[2-oxo-2-(2,2,2-trifluoroethylamino)ethyl]-6-[(5S or R)-5-[3-chloro-2-fluoro-5-(trifluoromethyl)phenyl]-5-(trifluoromethyl)-4H-isoxazol-3-yl]pyridazine-3-carboxamide